C(C)OC(C(C)(C)OC1=C(C=C(C=C1C)CN1CCN(CC1)C1=NC=C(C=N1)C(F)(F)F)C)=O 2-(2,6-dimethyl-4-((4-(5-(trifluoromethyl)pyrimidin-2-yl)piperazin-1-yl)methyl)phenoxy)-2-methylpropanoic acid ethyl ester